isopentyl (3-(hydroxyimino) butan-2-yl) phosphonate P(OCCC(C)C)(OC(C)C(C)=NO)=O